tert-butyl [(S)-1-(4-{3-[(1r,3R,5S,7S)-3,5-dimethyladamantan-1-yl]ureido}-3-Fluorobenzoyl)piperidin-3-yl]carbamate C[C@]12CC3(CC(C[C@@](C1)(C3)C)C2)NC(NC2=C(C=C(C(=O)N3C[C@H](CCC3)NC(OC(C)(C)C)=O)C=C2)F)=O